BrC1=CC=C(OC2=CC(=C(C(=C2)C(C)(C)C)O)C(C)(C)C)C=C1 4-(4-bromophenoxy)-2,6-di-t-butylphenol